5-(4-chlorophenyl)-6-ethyl-N2,N4-dimethylpyrimidine-2,4-diamine ClC1=CC=C(C=C1)C=1C(=NC(=NC1CC)NC)NC